N1C=CC=2C1=NC=CC2C2=CC=C(C=C2)N2C(C1(CC2)NCC2=CC=CC=C2C1)=O (4-(1H-pyrrolo[2,3-b]pyridin-4-yl)phenyl)-1,4-dihydro-2H-spiro[isoquinoline-3,3'-pyrrolidin]-2'-one